CN(C=1C=CC2=C([Si](C3=C(C=CC(=C3)N(C)C)C23OC(C2=CC=CC=C32)=O)(C)CCCSCC(=O)OCC)C1)C Ethyl 2-((3-((5r,10r)-3,7-bis(dimethylamino)-5-methyl-3'-oxo-3'H,5H-spiro[dibenzo[b,e]siline-10,1'-isobenzofuran]-5-yl)propyl)thio)acetate